C(C=C)(=O)OC=C1C(=O)NC(C1)=O acryloyl-oxymethylenesuccinimide